[N+](=O)([O-])C1=CC=C(C2=CC=CC=C12)OCC1=CC(=NC=C1)NC=1C(=NC=CN1)C(=O)O ((4-(((4-nitronaphthalen-1-yl)oxy)methyl)pyridin-2-yl)amino)pyrazine-2-carboxylic acid